[(1R)-2-(benzofuran-3-yl)-1-[(2-methylsulfanylacetyl)amino]ethyl]boronic acid O1C=C(C2=C1C=CC=C2)C[C@H](NC(CSC)=O)B(O)O